C1=CC=C(C(=C1)I)I O-DIIODOBENZENE